2-(4-tert-butoxycarbonylpiperazin-1-yl)pyridine-4-boronic acid C(C)(C)(C)OC(=O)N1CCN(CC1)C1=NC=CC(=C1)B(O)O